BrC=1C=NC(=NC1)N[C@H](C(=O)O)CCN(CCCCC1=NC=2NCCCC2C=C1)CCCF (S)-2-((5-bromopyrimidin-2-yl)amino)-4-((3-fluoropropyl)(4-(5,6,7,8-tetrahydro-1,8-naphthyridin-2-yl)butyl)amino)butanoic acid